[K].OCCN1CCN(CC1)C=1C=C(C=CC1[N+](=O)[O-])C=O (3-(4-(2-hydroxyethyl)piperazin-1-yl)-4-nitrophenyl)methanone potassium